[O-2].[Al+3].[Zn+2] Zinc-aluminium oxide